N-(4-methyl-3-(2-((1-methyl-1H-pyrazol-4-yl)amino)-9,10-dihydro-8H-pyrido[1,6-a:2,3-d']dipyrimidin-6-yl)phenyl)-4-(trifluoromethyl)picolinamide Potassium [K].CC1=C(C=C(C=C1)NC(C1=NC=CC(=C1)C(F)(F)F)=O)C1=CC2=C(N=C(N=C2)NC=2C=NN(C2)C)N2C1=NCCC2